(S)-1-(cyclopropanecarbonyl)-N-(1-(4-((4-cyclopropyl-1,5-naphthyridin-3-yl)amino)phenyl)-2,2,2-trifluoroethyl)-N-methylpiperidine-4-carboxamide C1(CC1)C(=O)N1CCC(CC1)C(=O)N(C)[C@H](C(F)(F)F)C1=CC=C(C=C1)NC=1C=NC2=CC=CN=C2C1C1CC1